C(C1CO1)OC1=C(C2=CC(=CC=C2C=C1)OCC1CO1)C(C)(C)C1=C(C=CC2=CC=CC=C12)OCC1CO1 2-[2,7-bis(glycidoxy)-1-naphthyl]-2-[2-(glycidoxy)-1-naphthyl]propane